C(C)(C)(C)OC(NC1CCC(CC1)O)=O (1r,4r)-4-hydroxycyclohexyl-carbamic acid tert-butyl ester